2-(3,4-dimethoxyphenyl)-3-methyl-5-(1-(oxetan-3-yl)piperidin-4-yl)-1H-indole COC=1C=C(C=CC1OC)C=1NC2=CC=C(C=C2C1C)C1CCN(CC1)C1COC1